sodium hydrogenphosphate-citrate C(CC(O)(C(=O)O)CC(=O)O)(=O)[O-].P(=O)(O)(O)O.[Na+]